OCCCCCCCNC(OC(C)(C)C)=O tert-butyl (7-hydroxyheptyl)carbamate